N(N)C=1C=2N(C=NC2N(CN1)C)C 6-hydrazino-3,7-dimethyl-7H-purin